methyl 2-(azidomethyl)-5-fluoro-2-methyl-2,3-dihydrobenzofuran-7-carboxylate N(=[N+]=[N-])CC1(OC2=C(C1)C=C(C=C2C(=O)OC)F)C